2'-chloro-N-[5-(4-chloro-1,5-dimethyl-1H-pyrazole-3-carbonyl)-4H,5H,6H-pyrrolo[3,4-d][1,3]thiazol-2-yl]-5'-methoxy-6-methyl-[4,4'-bipyridine]-3-carboxamide ClC1=NC=C(C(=C1)C1=C(C=NC(=C1)C)C(=O)NC=1SC2=C(N1)CN(C2)C(=O)C2=NN(C(=C2Cl)C)C)OC